CN1N=NC(=C1C1=CC=2N(C=3C=C(C=CC3C2N=C1)CC(C)O)C1COCC1)C (3-(1,4-dimethyl-1H-1,2,3-triazol-5-yl)-5-(tetrahydrofuran-3-yl)-5H-pyrido[3,2-b]indol-7-yl)propan-2-ol